C(C)(C)(C)OC(=O)N[C@H](C(=O)N1[C@@H]([C@H]2[C@H]3[C@@H](C[C@@H]([C@H]2C1)C3)F)C(=O)OC)C(C)(C)C methyl (1S,2R,3S,6R,7S,9R)-4-[(2S)-2-[(t-butoxycarbonyl)amino]-3,3-dimethylbutanoyl]-9-fluoro-4-azatricyclo[5.2.1.0^{2,6}]decane-3-carboxylate